C1(CC1)CC(CC(=O)OC(C)(C)C)=O 2-methylpropan-2-yl 4-cyclopropyl-3-oxobutanoate